BrC=1C=C(C(=NC1)C(=O)O)Cl 5-bromo-3-chloro-pyridine-carboxylic acid